OC1=C(C=C(C=C1)C)C(CC1CCN(CC1)C)C=1SC=CC1 4-(2-(2-hydroxy-5-methylphenyl)-2-(2-thienyl)ethyl)-1-methylpiperidine